4-bromo-1-(2,2-dimethylbut-3-en-1-yl)-1H-pyrazole BrC=1C=NN(C1)CC(C=C)(C)C